5-amyl-acenaphthene C(CCCC)C1=CC=C2CCC=3C=CC=C1C32